FC=1C=C2C(=NC1)NC=C2C=2N=CC1=C(N2)N(C=C1)C1CN(CCC1)C(=O)N 3-(2-(5-fluoro-1H-pyrrolo[2,3-b]pyridin-3-yl)-7H-pyrrolo[2,3-d]pyrimidin-7-yl)piperidine-1-carboxamide